NC1=C(C(NC2=C(C=CC=C12)C=1N(N=CC1)C)=O)C(=O)NCCC 4-Amino-8-(2-methylpyrazol-3-yl)-2-oxo-N-propyl-1H-quinoline-3-carboxamide